2-Methyl-5-(4-methylpiperazin-1-yl)-N-[(1R)-1-[3-(3-pyridyl)phenyl]ethyl]benzamide CC1=C(C(=O)N[C@H](C)C2=CC(=CC=C2)C=2C=NC=CC2)C=C(C=C1)N1CCN(CC1)C